OC1=CC(=C(CNC(COC(CCCCCCC\C=C/C[C@@H](CCCCCC)O)=O)=O)C=C1OC)I.CC1=CC2=C(C3=CC=CC=C3C(=C2C=C1)OC(=O)OCCCCCCCCC)OC(=O)OCCCCCCCCC 2-methyl-9,10-bis(n-nonyloxycarbonyloxy)anthracene (R,Z)-2-((4-hydroxy-2-iodo-5-methoxybenzyl)amino)-2-oxoethyl-12-hydroxyoctadec-9-enoate